zirconium triethoxy(3,5-hexanedione) C(C)OC(CC(CC(C)=O)=O)(OCC)OCC.[Zr]